3-tert-butylbenzoate C(C)(C)(C)C=1C=C(C(=O)[O-])C=CC1